O[C@@H](C(=O)C=1N(C=C(C1)C(CC=1C=NC=CC1)=O)C)C(CO)(C)C (R)-2,4-dihydroxy-3,3-dimethyl-1-(1-methyl-4-(2-(pyridin-3-yl)acetyl)-1H-pyrrol-2-yl)butan-1-one